C(C)(C)(C)OC(=O)C1NC2=CC=C(C=C2C(C1C)N=[N+]=[N-])OC tert-Butyl-4-azido-6-methoxy-3-methyl-1,2,3,4-tetrahydroquinoline-2-carboxylate